N1(CCNCCC1)C1=NC=C(C(=N1)NC=1C=C2C=NNC2=CC1)C N-(2-(1,4-diazacycloheptan-1-yl)-5-methylpyrimidin-4-yl)-1H-indazol-5-amine